methyl N-[2-chloro-5-[1-[4-(difluoromethoxy)-2-methyl-5-[1,2,2,2-tetrafluoro-1-(trifluoromethyl)ethyl]pyrazol-3-yl]pyrazol-4-yl]benzoyl]-N-(1-cyanocyclopropyl)carbamate ClC1=C(C(=O)N(C(OC)=O)C2(CC2)C#N)C=C(C=C1)C=1C=NN(C1)C=1N(N=C(C1OC(F)F)C(C(F)(F)F)(C(F)(F)F)F)C